NC1=NC=C(C=N1)C=1N=CN2C1N(C(C1=CC(=CC(=C21)C(C)NC=2C(=NC(=CC2)Cl)C2=NN(C=N2)C)C)=O)C 3-(2-Aminopyrimidin-5-yl)-9-(1-((6-chloro-2-(1-methyl-1H-1,2,4-triazol-3-yl)pyridin-3-yl)amino)ethyl)-4,7-dimethylimidazo[1,5-a]quinazolin-5(4H)-one